BrC=1C=C(C=CC1)C(C1=NN=CN1C)C1COCC1 3-((3-bromophenyl)-(tetrahydrofuran-3-yl)methyl)-4-methyl-4H-1,2,4-triazole